2-(2-(dibenzylamino)ethyl)-2H-1,2,3-triazol-4-ol C(C1=CC=CC=C1)N(CCN1N=CC(=N1)O)CC1=CC=CC=C1